C[C@]12CCCC([C@@H]1CC[C@@]([C@@H]2CC[C@](C)(C=C)O)(C)O)(C)C Labd-14-ene-8,13-diol